C(#N)CC1=CC(=C(C=C1F)NS(=O)(=O)C1=CN=C2N1C=CC(=C2)C)OC N-[4-(cyanomethyl)-5-fluoro-2-methoxy-phenyl]-7-methyl-imidazo[1,2-a]pyridine-3-sulfonamide